N-(6-(5-chloro-7-(5,5-dimethyltetrahydrofuran-3-yl)-6-fluoro-1H-indazol-4-yl)imidazo[1,2-a]pyrazin-2-yl)-2-fluorocyclopropane-1-carboxamide ClC=1C(=C2C=NNC2=C(C1F)C1COC(C1)(C)C)C=1N=CC=2N(C1)C=C(N2)NC(=O)C2C(C2)F